Tert-Butyl 7-[[6-(difluoromethoxy)-3-pyridyl]methyl]-2-azaspiro[3.5]nonane-2-carboxylate FC(OC1=CC=C(C=N1)CC1CCC2(CN(C2)C(=O)OC(C)(C)C)CC1)F